Magnesium Silicate Aluminum [Al+3].[Si]([O-])([O-])([O-])[O-].[Mg+2]